2-(1,3-dimethyl-2,6-dioxo-1,2,3,6-tetrahydropurin-7-yl)-N-{4-[1-(4-fluorophenyl)-1H-[1,2,3]triazol-4-yl]phenyl}acetamide CN1C(N(C=2N=CN(C2C1=O)CC(=O)NC1=CC=C(C=C1)C=1N=NN(C1)C1=CC=C(C=C1)F)C)=O